FC(C1=CC=C(C=C1)C1=CCC2(CN(C2)C(C=C)=O)CC1)(F)F 1-{7-[4-(trifluoromethyl)phenyl]-2-azaspiro[3.5]non-6-en-2-yl}prop-2-en-1-one